S(=O)(=O)([O-])[O-].[Na+].C(CCCCCCC\C=C/CCCCCCCC)OCCCCCCCC\C=C/CCCCCCCC.[Na+] oleyl ether sodium sulfate salt